FCCCC[Si](OC)(OC)OC 4-fluorobutyltrimethoxysilane